N[C@H](C(=O)N)C(C)(C)C (2S)-2-amino-3,3-dimethylbutyramide